BrC1=NC(=NC(=C1C)N1CCNCC1)OC[C@H]1N(CCC1)C (S)-4-bromo-5-methyl-2-((1-methylpyrrolidin-2-yl)methoxy)-6-(piperazin-1-yl)pyrimidine